N-Boc-N-acryloyl-4,7,10-trioxatridecane-1,13-diamine C(=O)(OC(C)(C)C)N(CCCOCCOCCOCCCN)C(C=C)=O